COC=1C=C2CC(CC2=CC1OC)N 5,6-dimethoxy-2,3-dihydro-1H-inden-2-amine